(2S)-2-[[2-(3-chloro-4-methylsulfonyl-anilino)-5-(5-methyloxazol-2-yl)pyrimidin-4-yl]amino]-2-phenyl-ethanol ClC=1C=C(NC2=NC=C(C(=N2)N[C@H](CO)C2=CC=CC=C2)C=2OC(=CN2)C)C=CC1S(=O)(=O)C